CC1=C(C=CC=C1)NC1=C(C=C(C=C1)NC(CC)C)C N-(2-methyl-phenyl)-N'-1-methylpropyl-2-methyl-1,4-phenylenediamine